6-bromo-7-nitro-3,4-dihydroisoquinolin-1(2H)-one BrC=1C=C2CCNC(C2=CC1[N+](=O)[O-])=O